((5-(4-fluorophenyl)-6-isopropyl-1H-pyrazolo[4,3-g]isoquinolin-8-yl)imino)(methyl)(4-(trifluoromethyl)phenyl)-λ6-sulfanone FC1=CC=C(C=C1)C1=C(N=C(C2=CC3=C(C=C12)C=NN3)N=S(=O)(C3=CC=C(C=C3)C(F)(F)F)C)C(C)C